C1(CCCC1)OC1=C(C(=C(C(=O)O)C(=C1)C=CC1=CC=C(C=C1)F)O)CC=C(C)C 4-(cyclopentyloxy)-6-(4-fluorostyryl)-2-hydroxy-3-(3-methylbut-2-en-1-yl)benzoic acid